(E)-1-(2-iodophenyl)-3-(4-methoxyphenyl)prop-2-en-1-one IC1=C(C=CC=C1)C(\C=C\C1=CC=C(C=C1)OC)=O